O=C1CCCC12CCNCC2 1-oxo-8-azaspiro[4.5]decane